4-(pyridin-2-ylmethyl)-1H-pyrazole-1-carboxamide N1=C(C=CC=C1)CC=1C=NN(C1)C(=O)N